FC(C(=O)O)(F)F.NC1(CCOCC1)C(=O)N1CCN(CC1)C1=C(C(=C(C(=N1)SC(C(=O)N)C1=CC=CC=C1)C#N)CC)C#N 2-((6-(4-(4-Aminotetrahydro-2H-pyran-4-carbonyl)piperazin-1-yl)-3,5-dicyano-4-ethylpyridin-2-yl)thio)-2-phenylacetamide, trifluoroacetic acid salt